1-((2-(4-fluorophenyl)-5-methyloxazol-4-yl)methyl)-3-methyl-2-oxo-N-(2,4,6-trifluorobenzyl)-1,2,3,4-tetrahydroquinazoline-7-carboxamide FC1=CC=C(C=C1)C=1OC(=C(N1)CN1C(N(CC2=CC=C(C=C12)C(=O)NCC1=C(C=C(C=C1F)F)F)C)=O)C